Calcium Pyrophosphate [O-]P([O-])(=O)OP(=O)([O-])[O-].[Ca+2].[Ca+2]